N-(4-piperidinyl)-N-propyl-carbamic acid methyl ester COC(N(CCC)C1CCNCC1)=O